C(C1=CC=CC=C1)N1N=CC(=C1)C(=O)N1CC2(CN(C2)C(=O)OC(C)(C)C)C(C1)C(N[C@H](C(=O)NC)[C@@H](C)OC)=O tert-butyl 6-(1-benzyl-1H-pyrazole-4-carbonyl)-8-(((2s,3r)-3-methoxy-1-(methylamino)-1-oxobutan-2-yl) carbamoyl)-2,6-diazaspiro[3.4]octane-2-carboxylate